2-chloro-9-(4-(5-methyl-3-(trifluoromethyl)-1H-pyrazol-1-yl)benzyl)-7,9-dihydro-8H-purin-8-one ClC1=NC=C2NC(N(C2=N1)CC1=CC=C(C=C1)N1N=C(C=C1C)C(F)(F)F)=O